7-(4-methylpiperazine-1-yl)benzo[b]thiophene-2-carboxylic acid CN1CCN(CC1)C1=CC=CC2=C1SC(=C2)C(=O)O